5-bromo-1-((2-(trimethylsilyl)ethoxy)methyl)-1H-pyrrolo[2,3-b]pyridine-3-carbaldehyde BrC=1C=C2C(=NC1)N(C=C2C=O)COCC[Si](C)(C)C